6-[4-(4-phenoxybenzoyl)piperazin-1-yl]pyridazin-3-amine O(C1=CC=CC=C1)C1=CC=C(C(=O)N2CCN(CC2)C2=CC=C(N=N2)N)C=C1